OC1=C(C=C(C(=C1)O)N1C(C=CC1=O)=O)N1C(C=CC1=O)=O 1,5-dihydroxy-2,4-bismaleimidobenzene